N-((1r,4r)-4-((2,2-difluoroethyl)amino)cyclohexyl)-5,6-dihydrobenzo[f]imidazo[1,5-d][1,4]oxazepine-10-carboxamide FC(CNC1CCC(CC1)NC(=O)C=1C=CC2=C(C=3N(CCO2)C=NC3)C1)F